COC=1C(=NC=2C(N1)=NON2)NC2=CC=CC=C2 6-METHOXY-N-PHENYL-[1,2,5]OXADIAZOLO[3,4-B]PYRAZIN-5-AMINE